2,5-dimethyl-2,5-diazole CN1CN(C=C1)C